tri-sodium citric acid C(CC(O)(C(=O)O)CC(=O)O)(=O)O.[Na].[Na].[Na]